N-(3-isopropyl-1-methylpiperidin-4-yl)-2,2-dimethyl-3-((3-(trifluoromethyl)pyridin-2-yl)oxy)propanamide C(C)(C)C1CN(CCC1NC(C(COC1=NC=CC=C1C(F)(F)F)(C)C)=O)C